C(C)(C)OC1=CN=CC(=N1)NCC1=C(N=NN1C)C1=CC=C(C(=N1)C)OCC1C(CCCC1)C(=O)O 2-(((6-(5-(((6-isopropoxypyrazin-2-yl)amino)methyl)-1-methyl-1H-1,2,3-triazol-4-yl)-2-methylpyridin-3-yl)oxy)methyl)cyclohexane-1-carboxylic acid